(2s,4r)-1-(tert-butoxycarbonyl)-4-isopropoxy-pyrrolidine-2-carboxylic acid C(C)(C)(C)OC(=O)N1[C@@H](C[C@H](C1)OC(C)C)C(=O)O